N,N,N-triethyl-cyclohexylammonium hydroxide [OH-].C(C)[N+](CC)(CC)C1CCCCC1